glucopyranosyl-arabinonic acid C([C@@H]1[C@H]([C@@H]([C@H](C(O1)[C@]([C@@H]([C@@H](CO)O)O)(C(=O)O)O)O)O)O)O